4-((3-(4-(2-(2-aminopyridin-3-yl)-5-phenyl-3H-imidazo[4,5-b]pyridin-3-yl)phenyl)azetidin-1-yl)methyl)cyclohexane-1-carboxylic acid NC1=NC=CC=C1C1=NC=2C(=NC(=CC2)C2=CC=CC=C2)N1C1=CC=C(C=C1)C1CN(C1)CC1CCC(CC1)C(=O)O